C(C)OC(=O)C1=C(N(C2=CC=C(C(=C12)CN1CCCCC1)O)C)C1=CC=C(C=C1)O 5-hydroxy-2-(4-hydroxyphenyl)-1-methyl-4-(piperidin-1-ylmethyl)-1H-indole-3-carboxylic acid ethyl ester